C(N)(OC1(CCCC1)C)=O (methyl)cyclopentyl carbamate